12-fluoro-16-hydroxy-16-methyl-5-methylsulfinyl-2,4,6,10,21-pentazatetracyclo[15.3.1.02,10.03,8]henicosa-1(21),3(8),4,6,12,17,19-heptaen-9-one FC=1CN2C(C=3C=NC(=NC3N2C=2C=CC=C(C(CCC1)(C)O)N2)S(=O)C)=O